4-(4,4,5,5-tetramethyl-1,3,2-dioxaborolan-2-yl)-2,3-dihydro-1H-indene-1-carbonitrile CC1(OB(OC1(C)C)C1=C2CCC(C2=CC=C1)C#N)C